F[C@@H]1CN(CC1)C(CC)C1=CC(=C2CN(C(C2=C1)=O)C1=CC(=CC=C1)C1(COC1)CC1=NN=CN1C)C(F)(F)F 6-(1-((S)-3-fluoropyrrolidin-1-yl)propyl)-2-(3-(3-((4-methyl-4H-1,2,4-triazol-3-yl)methyl)oxetan-3-yl)phenyl)-4-(trifluoromethyl)isoindolin-1-one